NC=1N=NC(=CC1N1CCC(CC1)(C1=CC=CC=C1)CNC(OC(C)(C)C)=O)C1=C(C=CC(=C1)F)O tert-butyl ((1-(3-amino-6-(5-fluoro-2-hydroxyphenyl)pyridazin-4-yl)-4-phenylpiperidin-4-yl)methyl)carbamate